2-(6-(methyl-(2,2,6,6-tetra-methylpiperidin-4-yl)amino)pyridazin-3-yl)benzo[b]-thiophene-5-carbonitrile CN(C1=CC=C(N=N1)C1=CC2=C(S1)C=CC(=C2)C#N)C2CC(NC(C2)(C)C)(C)C